C(C)C=1C=CC=C2C=CC=C(C12)N1CC=2N=C(N=C(C2CC1)N1CC=2N(CCC1)N=C(C2)C)OCC21CCCN1CCC2 7-(8-ethylnaphthalen-1-yl)-2-((hexahydro-1H-pyrrolizin-7a-yl)methoxy)-4-(2-methyl-7,8-dihydro-4H-pyrazolo[1,5-a][1,4]diazepin-5(6H)-yl)-5,6,7,8-tetrahydropyrido[3,4-d]pyrimidine